C(C)(C)OC(CCN)=O (3-isopropoxy-3-oxopropyl)amine